ethyl (6S)-6-(4-benzyloxycarbonylpiperazin-1-yl)-2-azaspiro[3.4]octane-2-carboxylate C(C1=CC=CC=C1)OC(=O)N1CCN(CC1)[C@@H]1CC2(CN(C2)C(=O)OCC)CC1